(2R,3S,4S,5S)-4-(aminomethyl)-4-(5-chloro-2-fluorophenyl)-3-(2-chlorophenyl)-N-(6-hydroxypyridin-3-yl)-5-neopentylpyrrolidine-2-carboxamide NC[C@]1([C@H]([C@@H](N[C@H]1CC(C)(C)C)C(=O)NC=1C=NC(=CC1)O)C1=C(C=CC=C1)Cl)C1=C(C=CC(=C1)Cl)F